2-{4-{(E)-3-[4-(4-Fluorobutoxy)butylamino]propenyl}phenyl}-3-(3-hydroxyphenyl)-4-methyl-2H-chromen-6-ol FCCCCOCCCCNC/C=C/C1=CC=C(C=C1)C1OC2=CC=C(C=C2C(=C1C1=CC(=CC=C1)O)C)O